2-chloro-N-(5-chloro-6-(2-oxo-7-azaspiro[4.4]non-7-yl)pyridin-3-yl)-4-(3-ethynylpyridin-4-yl)-5-fluorobenzamide ClC1=C(C(=O)NC=2C=NC(=C(C2)Cl)N2CC3(CCC(C3)=O)CC2)C=C(C(=C1)C1=C(C=NC=C1)C#C)F